C(C=CC=CC=CC=CC=CCCCCCCCC)=O 16Z-nonadecapentaenal